C(C=C)(=O)N1C[C@@H](N(CC1)C=1C2=C(N(C(N1)=O)C=1C(=NC=CC1C)C(C)C)N=C(C(=C2)C2CC2)C2=C(C=C(C=C2)F)OC)C (S)-4-(4-Acryloyl-2-methylpiperazin-1-yl)-6-cyclopropyl-7-(4-fluoro-2-methoxyphenyl)-1-(2-Isopropyl-4-methylpyridin-3-yl)pyrido[2,3-d]pyrimidin-2(1H)-one